(S)-1-isopropyl-N-(3-(1-((1-methyl-1H-pyrazolo[3,4-b]pyrazin-6-yl)amino)ethyl)phenyl)-1H-pyrazole-3-carboxamide C(C)(C)N1N=C(C=C1)C(=O)NC1=CC(=CC=C1)[C@H](C)NC1=CN=C2C(=N1)N(N=C2)C